methyl (1r,3s)-3-[3-(1-{7-[(1R)-1-(2,4-dichlorophenyl) ethoxy]-2-methylindazol-5-yl} azetidin-3-yl) piperidin-1-yl]-1-methylcyclobutane-1-carboxylate ClC1=C(C=CC(=C1)Cl)[C@@H](C)OC1=CC(=CC2=CN(N=C12)C)N1CC(C1)[C@H]1CN(CCC1)C1CC(C1)(C(=O)OC)C